FC1=CC=C2C(=CNC(C2=C1F)=O)[C@H](C)N(C(=O)NC1=CC=CC=C1)CC (S)-1-(1-(7,8-difluoro-1-oxo-1,2-dihydroisoquinolin-4-yl)ethyl)-3-phenyl-1-ethylurea